N1(C=NC=C1)CCP(O)(O)=O 2-imidazol-1-yl-ethylphosphonic acid